C[C@@]12CC[C@@H]3[C@@]([C@H]1CC=C4[C@]2(CC[C@@]5([C@H]4CC(CC5)(C)C)C(=O)O)C)(C[C@H]([C@@H]([C@@]3(C)CO)O)O)C The molecule is a pentacyclic triterpenoid that is olean-12-en-28-oic acid substituted by hydroxy groups at positions 2, 3 and 23 (the 2alpha,3beta stereoisomer). Isolated from Symplocos lancifolia and Juglans sinensis, it exhibits antioxidant and antimicrobial activities. It has a role as a metabolite, an antibacterial agent, an antifungal agent and an antioxidant. It is a pentacyclic triterpenoid and a hydroxy monocarboxylic acid. It derives from a hydride of an oleanane.